CC(=O)NC1=CC=C(S1)C=O N-(5-FORMYL-2-THIENYL)ACETAMIDE